1-Benzyl-8-methoxy-3-phenyl-1H-2,1-benzothiazin-4(3H)-on-2,2-dioxid C(C1=CC=CC=C1)N1S(C(C(C2=C1C(=CC=C2)OC)=O)C2=CC=CC=C2)(=O)=O